chlorotris(3,3,3-trifluoropropyl)silane Cl[Si](CCC(F)(F)F)(CCC(F)(F)F)CCC(F)(F)F